C1(=CC=CC=C1)C1=CC(=CC=2C3=C(OC21)C(=CC=C3)B3OC(C(O3)(C)C)(C)C)C3=CC=CC=C3 2-(6,8-diphenyldibenzo[b,d]furan-4-yl)-4,4,5,5-tetramethyl-1,3,2-dioxaborolane